(R)-1-(5-bromopyrimidine-2-carbonyl)pyrrolidine-2-carboxylic acid tert-butyl ester C(C)(C)(C)OC(=O)[C@@H]1N(CCC1)C(=O)C1=NC=C(C=N1)Br